3-chloro-5-((1-((5-(6-chloropyridin-3-yl)-6-oxo-1,6-dihydropyridazin-3-yl)methyl)-6-oxo-4-(trifluoromethyl)-1,6-dihydropyrimidin-5-yl)oxy)benzonitrile ClC=1C=C(C#N)C=C(C1)OC1=C(N=CN(C1=O)CC1=NNC(C(=C1)C=1C=NC(=CC1)Cl)=O)C(F)(F)F